N1(N=CC=C1)C1=C(C=C(C=N1)NC(=O)C=1C=NN(C1C1CC1)C=1C=2C3=C(C(NC3=CC1)=C=O)C=CC2)C(F)(F)F N-(6-(1H-pyrazol-1-yl)-5-(trifluoromethyl)pyridin-3-yl)-5-cyclopropyl-1-(2-carbonyl-1,2-dihydrobenzo[cd]Indol-6-yl)-1H-pyrazole-4-carboxamide